C1=C(NC=N1)CCNC(=O)CC[C@@H](C(=O)O)N The molecule is histamine having a gamma-L-glutamyl group attached to the side-chain nitrogen. It derives from a histamine. It is a tautomer of a N(alpha)-gamma-L-glutamylhistamine zwitterion.